BrC=1C=C2C(=CNC2=CC1)NC1=NC2=C(N1)C=CC(=C2)S(=O)(=O)C2=CC=CC=C2 N-(5-bromo-1H-indol-3-yl)-5-(phenylsulfonyl)-1H-benzo[d]imidazol-2-amine